{3-[(trifluoromethyl)thio]phenyl}methylamine hydrochloride Cl.FC(SC=1C=C(C=CC1)CN)(F)F